(1R,3R)-8-(6-amino-5-((2-amino-3-chloropyridin-4-yl)thio)pyrazin-2-yl)-3-methyl-8-azaspiro[4.5]decan-1-amine NC1=C(N=CC(=N1)N1CCC2(C[C@H](C[C@H]2N)C)CC1)SC1=C(C(=NC=C1)N)Cl